{4-[(3S)-piperidin-3-yl]phenyl}-2H-indazole-7-carboxamide N1C[C@@H](CCC1)C1=CC=C(C=C1)N1N=C2C(=CC=CC2=C1)C(=O)N